(R)-N-(4-(8-fluoro-4-methyl-3-oxo-3,4-dihydro-2H-benzo[b][1,4]oxazin-7-yl)-5,6,7,8-tetrahydroisoquinolin-8-yl)propanamide FC1=C(C=CC2=C1OCC(N2C)=O)C2=CN=CC=1[C@@H](CCCC21)NC(CC)=O